ClCCCCCCl 1,5-dichloropentane